FC=1C=C(C=CC1OCC1(CC1)C)C(=O)N1CCN(CC1)C=1OC=2C(=NC(=CC2)C)N1 [3-fluoro-4-[(1-methylcyclopropyl)methoxy]phenyl]-[4-(5-methyloxazolo[4,5-b]pyridin-2-yl)piperazin-1-yl]methanone